5-(2-methyl-2-hexyloxycarbonyl)-bicyclo[2.2.1]hept-2-ene CC(C)(CCCC)OC(=O)C1C2C=CC(C1)C2